2-chloro-6-(4-(4-(2-ethylpyrimidin-5-yl)-1-methyl-6-oxo-1,6-dihydropyridin-3-yl)-1H-pyrazol-1-yl)benzonitrile ClC1=C(C#N)C(=CC=C1)N1N=CC(=C1)C1=CN(C(C=C1C=1C=NC(=NC1)CC)=O)C